ethyl vinyloxy-2-bromo-2-methylpropionate C(=C)OCC(C(=O)OCC)(C)Br